diethyl-((5-methylpiperidin-3-yl)imino)-lambda6-Sulfane C(C)[SH2](=NC1CNCC(C1)C)CC